3,11-diazatricyclo[6.2.1.02,7]undeca-2(7),3,5-triene hydrochloride Cl.C12C=3N=CC=CC3C(CC1)N2